O=C1CC2(C1)CCN(CC2)C=2C=CC=1N(C2)N=CC1C#N 6-(2-oxo-7-azaspiro[3.5]Nonan-7-yl)pyrazolo[1,5-a]Pyridine-3-carbonitrile